platinum-oxide [Pt]=O